(2S)-2-(4-aminophenyl)morpholine-4-carboxylic acid tert-butyl ester C(C)(C)(C)OC(=O)N1C[C@@H](OCC1)C1=CC=C(C=C1)N